3-methyl-β-naphthylether CC=1C(=CC2=CC=CC=C2C1)OC1=CC2=CC=CC=C2C=C1C